(1,5,5-Trimethyl-2-cyclopentenyl)acetat CC1(C=CCC1(C)C)CC(=O)[O-]